C(C)(C)(C)OC(=O)N[C@@H]1C[C@H](CCC1=O)C(=O)OCC ethyl (1S,3R)-3-((tert-butoxycarbonyl) amino)-4-oxocyclohexane-1-carboxylate